CC=1C=CC(=NC1C(F)(F)F)N 5-methyl-6-(trifluoromethyl)pyridin-2-amine